C1(CCCCC1)[C@@H](C(=O)NC=1C=C2CC(CC2=CC1)(C(NC)=O)N1C(N[C@@H](C1)CC1=CC=C(C=C1)F)=O)NC(=O)C1=CC=NN1C N-((1S)-1-cyclohexyl-2-((2-((R)-4-(4-fluorobenzyl)-2-oxoimidazolidin-1-yl)-2-(methylcarbamoyl)-2,3-dihydro-1H-inden-5-yl)amino)-2-oxoethyl)-1-methyl-1H-pyrazole-5-carboxamide